(2R)-N-{4-[4-(Cyclopropylmethoxy)-7-(pyridin-2-yl)-5H-pyrrolo[3,2-d]pyrimidin-6-yl]pyridin-2-yl}-4,4-difluoro-2-(4-fluorophenyl)butanamid C1(CC1)COC=1C2=C(N=CN1)C(=C(N2)C2=CC(=NC=C2)NC([C@H](CC(F)F)C2=CC=C(C=C2)F)=O)C2=NC=CC=C2